NC1=NC2=CC=C(C=C2C=C1Cl)C(=O)N([C@H](C)C1=NC=CC=N1)CC=1N=NC(=CC1)Br 2-amino-N-((6-bromo-3-pyridazinyl)methyl)-3-chloro-N-((1R)-1-(2-pyrimidinyl)ethyl)-6-quinolinecarboxamide